N-(4-(5-cyanothiophen-2-yl)quinolin-8-yl)-4-isopropoxybenzamide C(#N)C1=CC=C(S1)C1=CC=NC2=C(C=CC=C12)NC(C1=CC=C(C=C1)OC(C)C)=O